N[C@H]1[C@@H]2N(C[C@H]1CC2)C(=O)C2=CC1=C(N(C(=N1)C1=CC=3C(=C4CCNC4=CC3)N1CC1CC1)C)C(=C2)F [(1R,4R,7R)-7-amino-2-azabicyclo[2.2.1]heptan-2-yl]-[2-[1-(cyclopropylmethyl)-7,8-dihydro-6H-pyrrolo[2,3-e]indol-2-yl]-7-fluoro-1-methyl-benzimidazol-5-yl]methanone